FC1=CC=C(C2=C1C=CS2)C#N 4-fluoro-1-benzothiophene-7-carbonitrile